(5-chloro-1H-pyrrolo[2,3-b]pyridin-3-yl)-[2,6-difluoro-3-(3-methoxypropylsulfamoylamino)phenyl]methanone ClC=1C=C2C(=NC1)NC=C2C(=O)C2=C(C(=CC=C2F)NS(NCCCOC)(=O)=O)F